C(C=1NC=C2C=CC=CC12)C=1NC=C2C=CC=CC12 methylenebis(isoindole)